C[C@@H](CC)N1C(=CC=C1CCOC1=CC(=NC=C1)F)C(=O)O 1-[(2S)-butane-2-yl]-5-{2-[(2-fluoropyridin-4-yl)oxy]ethyl}-1H-pyrrole-2-carboxylic acid